COC1=CC=C2N=C(C=3N(C2=C1)C(=CC3C)C)C3=C(C=CC1=CC=CC=C31)P(C3=CC1=CC=CC=C1C=C3)(C3=CC1=CC=CC=C1C=C3)=O (R)-(1-(8-methoxy-1,3-dimethylpyrrolo[1,2-a]quinoxalin-4-yl)naphthalen-2-yl)di(naphthalen-2-yl)phosphin oxide